FCCOC1=CC=C(CCNC2=NC=3N(C(=N2)N)N=C(N3)C=3OC=CC3)C=C1 N5-(4-(2-fluoroethoxy)phenethyl)-2-(furan-2-yl)-[1,2,4]triazolo[1,5-a][1,3,5]triazine-5,7-diamine